2-acetyl-10-(5-chloro-3-fluoropyridin-2-yl)-7-(4-methylbenzyl)-2,7,10-triazadispiro[3.1.56.14]-dodecane-8,11-dione C(C)(=O)N1CC2(C1)CC1(N(C(CN(C1=O)C1=NC=C(C=C1F)Cl)=O)CC1=CC=C(C=C1)C)C2